N1C(=NC2=C1C=CC=C2)C(=O)N2C(C1C(C2)CCC1)C(=O)O 2-(1H-1,3-benzodiazole-2-carbonyl)-hexahydro-1H-cyclopenta[c]pyrrole-1-carboxylic acid